N-{[3-(4-{[(3R,4S)-3-fluoro-1-methylpiperidin-4-yl]amino}-1-(2,2,2-trifluoroethyl)-1H-indol-2-yl)-1,2,4-oxadiazol-5-yl]methyl}cyclopropanecarboxamide F[C@@H]1CN(CC[C@@H]1NC1=C2C=C(N(C2=CC=C1)CC(F)(F)F)C1=NOC(=N1)CNC(=O)C1CC1)C